C(C)(=O)OCCN1CCC(CC1)C1=CN2C(S1)=NC(=C2N(CC)C=2SC(=C(N2)C2=CC=C(C=C2)F)C#N)CC 2-(4-(5-((5-cyano-4-(4-fluorophenyl)thiazol-2-yl)(ethyl)amino)-6-ethylimidazo[2,1-b]thiazol-2-yl)piperidin-1-yl)ethyl acetate